3-bromo-1-(3-chloropyridin-2-yl)-N-(2-bromo-4-chloro-6-(methyl-tert-butylaminoformyl)phenyl)-N-methyl-1H-pyrazole-5-carboxamide BrC1=NN(C(=C1)C(=O)N(C)C1=C(C=C(C=C1C(=O)N(C(C)(C)C)C)Cl)Br)C1=NC=CC=C1Cl